C1(=CC=C(C=C1)N(C1=CC(=CC=C1)C1=CC2=C(C=3OC=4C=CC=CC4C13)C1=CC=CC=C1C2(C2=CC=CC=C2)C2=CC=CC=C2)C2=CC=C(C=C2)C2=CC=CC=C2)C2=CC=CC=C2 bis(biphenyl-4-yl)-{3-(7,7-diphenyl-7H-12-oxa-indeno[1,2-a]fluoren-5-yl)-phenyl}-amine